(R)-1-(((3-Butyl-5-(4-fluorophenyl)-7-(methylthio)-1,1-dioxido-2,3,4,5-tetrahydro-1,2,5-benzothiadiazepin-8-yl)oxy)methyl)cyclopropan C(CCC)[C@H]1NS(C2=C(N(C1)C1=CC=C(C=C1)F)C=C(C(=C2)OCC2CC2)SC)(=O)=O